(2-(trifluoromethyl)benzyl)-5,6,7,8-tetrahydroimidazo[1,2-a]pyrazine FC(C1=C(CC=2N=C3N(CCNC3)C2)C=CC=C1)(F)F